C(C)(C)(C)C=1C(=C(C=C(C1)CCC(=O)OCC(CCCC)CC)N1N=C2C(=N1)C=CC(=C2)Cl)O 2-(3-tert-butyl-5-(2-(2-ethylhexyl-oxy)-carbonylethyl)-2-hydroxyphenyl)-5-chloro-2H-benzotriazole